NC1=NC(=C2N=CN(C2=N1)COCCOP1(OCC(CO1)CC(=O)OC(C)C)=O)OCC isopropyl 2-(2-(2-((2-amino-6-ethoxy-9H-purin-9-yl)methoxy)ethoxy)-2-oxido-1,3,2-dioxaphosphinan-5-yl)acetate